C(#N)C1=CC=C(C(=O)NCC=2SC=CN2)C=C1 4-cyano-N-(thiazol-2-ylmethyl)benzamide